C1(CCC(N1C(C(=O)O)CCCCNC(CCSSC1=NC=CC=C1)=O)=O)=O.CC1=C(C(=O)N[C@H](C)C2=CC=CC3=CC=CC=C23)C=C(C=C1)NCC1(NCC1)C 2-methyl-5-(((2-methylazetidin-2-yl)methyl)amino)-N-((R)-1-(naphthalen-1-yl)ethyl)benzamide succinimidyl-6-(3-[2-pyridyldithio]-propionamido)hexanoate